5-azaspiro[2.4]heptane-1-yl-carbamic acid tert-butyl ester C(C)(C)(C)OC(NC1CC12CNCC2)=O